C(C1=CC=CC=C1)N(C1=C(C=C(C=C1C)Br)C)CC1=CC=CC=C1 N,N-dibenzyl-4-bromo-2,6-dimethylaniline